[Cl-].S1C=CC=C1.[Sn+4].[Cl-].[Cl-].[Cl-] tin thiophene chloride